2-((1r,2s)-1-(2-cyanophenyl)-1-(1-(2-hydroxyethyl)-1H-pyrazol-4-yl)propan-2-yl)-5-hydroxy-N-(isoxazol-4-yl)-1-methyl-6-oxo-1,6-dihydropyrimidine-4-carboxamide C(#N)C1=C(C=CC=C1)[C@@H]([C@H](C)C=1N(C(C(=C(N1)C(=O)NC=1C=NOC1)O)=O)C)C=1C=NN(C1)CCO